C1CC12CCN(CC2)C(=O)[O-] 6-azaspiro[2.5]octane-6-carboxylate